CC(CC(=O)[O-])(C)C 3,3-dimethyl-butanoate